COC1=CC=C(CN(S(=O)(=O)C2=CN(C=C2)S(=O)(=O)C2=CC=C(C)C=C2)CC2=CC=C(C=C2)OC)C=C1 N,N-bis(4-methoxybenzyl)-1-tosyl-1H-pyrrole-3-sulfonamide